3'-isopentenyl-genistein tert-butyl-6-oxo-1,4-oxazepane-4-carboxylate C(C)(C)(C)C1OCC(CN(C1)C(=O)O)=O.C(CC(=C)C)C=1C=C(C2=COC=3C=C(C=C(C3C2=O)O)O)C=CC1O